C(CCCCCCCCCCC\C=C/C\C=C/C\C=C/C\C=C/C\C=C/C\C=C/CC)C12OCC(CO1)(CO2)C 1-((13Z,16Z,19Z,22Z,25Z,28Z)-HENTRIACONTA-13,16,19,22,25,28-HEXAEN-1-YL)-4-METHYL-2,6,7-TRIOXABICYCLO[2.2.2]OCTANE